C1=CC=CC=2NC3=NC4=CC=CC=C4C3=CC12 quinindoline